sodium (2S)-1-hydroxy-2-((S)-4-methyl-2-((((4-propylcyclohexyl)oxy)carbonyl)amino) pentanamido)-3-((S)-2-oxopyrrolidin-3-yl)propane-1-sulfonate OC([C@H](C[C@H]1C(NCC1)=O)NC([C@H](CC(C)C)NC(=O)OC1CCC(CC1)CCC)=O)S(=O)(=O)[O-].[Na+]